C12OOCCC(CCC1)CC2 dioxabicyclo[4.3.2]undecane